CC1=NC2=CC=CC(=C2C(N1C1C(NC(CC1)=O)=O)=O)OCC1=CC=C(C=C1)CN1CCOCC1 3-(2-methyl-5-((4-(morpholinomethyl)benzyl)oxy)-4-oxoquinazolin-3(4H)-yl)piperidine-2,6-dione